Cl.C(C(=C)C)(=O)OCCN(C)C 2-(dimethylamino)ethyl methacrylate hydrochloride